(1-(2-chloroethyl)-7-fluoro-1H-indazol-5-yl)(4-hydroxyphenyl)methanone ClCCN1N=CC2=CC(=CC(=C12)F)C(=O)C1=CC=C(C=C1)O